methyl 5-(5-chloro-3-{[(5-fluoropyridin-3-yl)oxy]methyl}pyridin-2-yl)-1-methyl-1H-pyrrole-3-carboxylate ClC=1C=C(C(=NC1)C1=CC(=CN1C)C(=O)OC)COC=1C=NC=C(C1)F